2-{1-[2-(1,3-dioxolan-2-yl)-3-[(4-methoxyphenyl)methoxy]phenyl]pyrazol-4-yl}pyridine-4-carboxylic acid O1C(OCC1)C1=C(C=CC=C1OCC1=CC=C(C=C1)OC)N1N=CC(=C1)C1=NC=CC(=C1)C(=O)O